C(#N)C=1C=NN2C1C(=CC(=C2)C=2C=NN(C2)C)C=2C=CC(=NC2)N2CCC(CC2)C(=O)NCC(C(C)C)OC 1-(5-(3-cyano-6-(1-methyl-1H-pyrazol-4-yl)pyrazolo[1,5-a]pyridin-4-yl)pyridin-2-yl)-N-(2-methoxy-3-methylbutyl)piperidine-4-carboxamide